FC=1C=C2C(=NNC2=CC1OCCOC)C1=CC(=NO1)C1=CC(=C(C=C1)C(=O)N1C=C2C(C1)COC2)C (4-{5-[5-Fluoro-6-(2-methoxyethoxy)-1H-indazol-3-yl]-isoxazol-3-yl}-2-methylphenyl)-(cis)-tetrahydrofuro[3,4-c]pyrrol-5-yl-methanon